FC(C1=NN(C(=C1C)C)C1=NC(=CC=C1C(C)O)N1C=NC2=C1C=CC(=C2)NC=2N=NC(=CC2)C)F 1-[2-[3-(difluoromethyl)-4,5-dimethyl-pyrazol-1-yl]-6-[5-[(6-methylpyridazin-3-yl)amino]benzimidazol-1-yl]-3-pyridyl]ethanol